1-(5-bromo-1-p-toluenesulfonyl-1H-indol-3-yl)-2,2-difluoroethanone BrC=1C=C2C(=CN(C2=CC1)S(=O)(=O)C1=CC=C(C)C=C1)C(C(F)F)=O